(R)-5-(2-(difluoromethyl)-4-methylphenyl)-N-(1-ethylpiperidin-3-yl)pyrido[2,3-d]pyridazin-8-amine FC(C1=C(C=CC(=C1)C)C1=C2C(=C(N=N1)N[C@H]1CN(CCC1)CC)N=CC=C2)F